4-fluoro-N-((1S,2R)-2-methyl-1-(5-(2-methylpyrimidin-4-yl)-5,6,7,8-tetrahydro-1,5-naphthyridin-2-yl)cyclopropyl)benzamide FC1=CC=C(C(=O)N[C@@]2([C@@H](C2)C)C2=NC=3CCCN(C3C=C2)C2=NC(=NC=C2)C)C=C1